C(C)(C)(C)OC(=O)N1C=C(C2=CC=CC(=C12)OC)C1=NC(=NC=C1C(F)(F)F)N 3-(2-amino-5-(trifluoromethyl)pyrimidin-4-yl)-7-methoxy-1H-indole-1-carboxylic acid tert-butyl ester